BrC=1C=C2C=CNCC2=CC1 6-bromo-2H-isoquinoline